Benzyl (S)-4-(6-((1-(tert-butoxycarbonyl)pyrrolidin-3-yl)oxy)-4'-fluoro-[1,1'-biphenyl]-3-carbonyl)piperazine-1-carboxylate C(C)(C)(C)OC(=O)N1C[C@H](CC1)OC1=CC=C(C=C1C1=CC=C(C=C1)F)C(=O)N1CCN(CC1)C(=O)OCC1=CC=CC=C1